FC(S(=O)(=O)OC1=CCOC2=CC(=CC=C12)CC(C(=O)O)(C)C)(F)F.COC1=CC=C(C=C1)N1CCNCC1 N-(4-methoxyphenyl)piperazine 4-(((trifluoromethyl)sulfonyl)oxy)-2H-chromen-7-yl-pivalate